FC1(CC1)N1C=NC2=C1C=CC(=C2)[N+](=O)[O-] (1-fluorocyclopropyl)-5-nitro-1H-benzo[d]imidazole